C(C)(=O)C1=CN(C2=CC=C(C=C12)C=1C=NC=NC1)CC(=O)N1[C@@H](C[C@H](C1)F)C(=O)NC1=NC(=CC=C1)Br (2S,4R)-1-(2-(3-acetyl-5-(pyrimidin-5-yl)-1H-indol-1-yl)acetyl)-N-(6-bromopyridin-2-yl)-4-fluoropyrrolidine-2-carboxamide